OC1C(CC12CCN(CC2)C(CN2C(CCC2)=O)=O)C2N1C(C=3C=CC=CC23)=CN=C1 1-[2-[3-hydroxy-2-(5H-imidazo[1,5-b]isoindol-5-yl)-7-azaspiro[3.5]nonan-7-yl]-2-oxoethyl]pyrrolidin-2-one